N-(2-(4-(azidomethyl)piperidin-1-yl)ethyl)-2,3-dihydrobenzofuran-5-sulfonamide N(=[N+]=[N-])CC1CCN(CC1)CCNS(=O)(=O)C=1C=CC2=C(CCO2)C1